C(C(=O)C(=O)[O-])P(=O)=O The molecule is a 2-oxo monocarboxylic acid anion arising from deprotonation of the carboxy and hydroxyphosphinyl groups of (hydroxyphosphinyl)pyruvic acid; major species at pH 7.3. It is a conjugate base of a 3-[hydroxy(oxido)phosphoranyl]pyruvic acid.